3-(4-sulfobutyl)-2H-benz[e]indol S(=O)(=O)(O)CCCCN1CCC=2C3=C(C=CC12)C=CC=C3